C1(CC1)C1=NC=NC(=C1C1=NN2C(C(=N1)NCC=1C=CC3=C(OCCCN4C3=NC(=C4)C(F)(F)F)C1)=NC=C2)OC 2-(4-cyclopropyl-6-methoxypyrimidin-5-yl)-N-((2-(trifluoromethyl)-6,7-dihydro-5H-benzo[b]imidazo[2,1-d][1,5]oxazocin-10-yl)methyl)imidazo[2,1-f][1,2,4]triazin-4-amine